C1=C(C=C2C=CC3=CC(=CC4=CC=C1C2=C34)B(O)O)B(O)O pyrene-2,7-bisboronic acid